(2R,3S,4S,5R)-3-(3,4-difluoro-2-methoxyphenyl)-N-(6-((S)-2-fluoro-1-hydroxyethyl)pyridin-3-yl)-4,5-dimethyl-5-(trifluoromethyl)tetrahydrofuran-2-carboxamide FC=1C(=C(C=CC1F)[C@H]1[C@@H](O[C@]([C@H]1C)(C(F)(F)F)C)C(=O)NC=1C=NC(=CC1)[C@@H](CF)O)OC